NC(C(CCC)O)O 1-aminopentan-2-olol